4-((2,4-dimethoxybenzyl)amino)-N-(1-(4-methoxybenzyl)-6-methylisoquinolin-5-yl)thieno[3,2-d]pyrimidine-7-carboxamide COC1=C(CNC=2C3=C(N=CN2)C(=CS3)C(=O)NC3=C2C=CN=C(C2=CC=C3C)CC3=CC=C(C=C3)OC)C=CC(=C1)OC